C1(=CC=C(C=C1)C[C@@H](CNC1CC(NC(C1)(C)C)(C)C)NC([C@@H](C)C1=CC(=C(C=C1)C1=CC=CC=C1)F)=O)C1=CC=CC=C1 (S)-N-((S)-1-([1,1'-biphenyl]-4-yl)-3-((2,2,6,6-tetramethylpiperidin-4-yl)amino)propan-2-yl)-2-(2-fluoro-[1,1'-biphenyl]-4-yl)propanamide